4-(2-(2-Aminopyridin-3-yl)-5-(dimethylcarbamoyl)-3H-imidazo[4,5-b]pyridin-3-yl)benzyl acetate C(C)(=O)OCC1=CC=C(C=C1)N1C(=NC=2C1=NC(=CC2)C(N(C)C)=O)C=2C(=NC=CC2)N